C(=O)(OC(C)(C)C)NC1(CCCCC1)N N-Boc-cis-(1R,2S)-cyclohexanediamine